ClC=1C=C(C(=C(C1)C1=C2C(=NN1C)C=C(S2)CN2C(C1C(C1C2=O)(C)C)=O)OC2C(CNCC2)C)C 3-((3-(5-chloro-3-methyl-2-(3-methylpiperidin-4-yloxy)phenyl)-2-methyl-2H-thieno[3,2-c]pyrazol-5-yl)methyl)-6,6-dimethyl-3-azabicyclo[3.1.0]hexane-2,4-dione